COC1=CC=C(CN2N=C3N(CCCC3)C2=O)C=C1 (5RS)-2-(4-Methoxybenzyl)-3-oxo-2,3,5,6,7,8-hexahydro[1,2,4]triazolo[4,3-a]pyridin